3-(propargyloxy)-2-propanol difluorophosphite P(F)(F)OC(C)COCC#C